3-(7-chloro-8-fluoro-2-(((S)-1-methylpyrrolidin-2-yl)methoxy)pyrido[4,3-d]pyrimidin-4-yl)-3,8-diazabicyclo[3.2.1]octane-8-carboxylate ClC1=C(C=2N=C(N=C(C2C=N1)N1CC2CCC(C1)N2C(=O)[O-])OC[C@H]2N(CCC2)C)F